CCCCC(CCCC)NC1=CC=C(C(=O)OC)C=C1 methyl 4-(N-5-n-nonylamino)benzoate